1,3-bis(3-hexyloxypropyl)imidazolium [1,3-bis(benzyloxy)propan-2-yl]oxy-4-bromo-6-oxopyran-2-carboxylate C(C1=CC=CC=C1)OCC(COCC1=CC=CC=C1)OC1=C(OC(C=C1Br)=O)C(=O)[O-].C(CCCCC)OCCCN1C=[N+](C=C1)CCCOCCCCCC